2,6-dimethyldodecylthiomethyl-1-methylphenol CC(CSCC1C(C=CC=C1)(O)C)CCCC(CCCCCC)C